2-methylpropylene CC(=C)C